NN1[C@@H](CCC1)C(=O)O (3S)-aminoproline